2,7-diaminoanthracene NC1=CC2=CC3=CC(=CC=C3C=C2C=C1)N